(6-((5-Fluoropyridin-2-yl)amino)-4-((2-methoxy-3-(1-methyl-1H-1,2,4-triazol-3-yl)phenyl)amino)pyridin-3-yl)methanol FC=1C=CC(=NC1)NC1=CC(=C(C=N1)CO)NC1=C(C(=CC=C1)C1=NN(C=N1)C)OC